[NH4+].CNC[C@H](O)[C@@H](O)[C@H](O)[C@H](O)CO N-methylglucamine, ammonium salt